FC=1C=C2N(CCN(C2=CC1)C(=O)NCC1CCN(CC1)C(=O)OC(C)(C)C)C1=CC=C(C=C1)F tert-Butyl 4-((6-fluoro-4-(4-fluorophenyl)-1,2,3,4-tetrahydroquinoxaline-1-carboxamido)methyl)piperidin-1-carboxylate